C(C)C(COC1=CC=C(C=C1)N1C2=CC(=CC=C2C=2C=CC(=CC12)N(C1=CC=C(C=C1)OC)C1=CC=C(C=C1)OC)N(C1=CC=C(C=C1)OC)C1=CC=C(C=C1)OC)CCCC 9-(4-((2-ethylhexyl)oxy)phenyl)-N2,N2,N7,N7-tetrakis(4-methoxyphenyl)-9H-carbazole-2,7-diamine